ClC=1C(=C2C=CNC2=C(C1)C)C[C@H]1[C@@H](CN(CC1)C)C1=CC=C(C(=O)O)C=C1 4-((3r,4r)-4-((5-chloro-7-methyl-1H-indol-4-yl)methyl)-1-methylpiperidin-3-yl)benzoic acid